C(C)OC(=C)C(C(CC)C=1C=NC=CC1)=O 2-ethoxy-4-(pyridin-3-yl)hex-1-en-3-one